ethyl 2-(6-benzyloxy-3-bromo-2-fluoro-4-iodo-anilino)acetate C(C1=CC=CC=C1)OC1=CC(=C(C(=C1NCC(=O)OCC)F)Br)I